8-(4-chloro-2-fluorophenyl)-2,3-dimethyl-6-[(2S,4R)-2-(1-methyl-1H-pyrazol-4-yl)oxan-4-yl]-3H,4H-pyrimido[5,4-d][1,3]diazin-4-one ClC1=CC(=C(C=C1)C1=NC(=NC2=C1N=C(N(C2=O)C)C)[C@H]2C[C@H](OCC2)C=2C=NN(C2)C)F